1-(1-(4-Chlorophenyl)-2,5-dimethyl-1H-pyrrol-3-yl)-2-(piperidin-4-yl)ethanone ClC1=CC=C(C=C1)N1C(=C(C=C1C)C(CC1CCNCC1)=O)C